BrC1=C(C=CC=C1)C=CCBr 1-bromo-2-(3-bromoprop-1-enyl)benzene